(E)-N-(3-(4-acetylphenyl)allyl)-N-(2-bromoallyl)-4-methylbenzenesulfonamide C(C)(=O)C1=CC=C(C=C1)/C=C/CN(S(=O)(=O)C1=CC=C(C=C1)C)CC(=C)Br